C(C)N(CCC(C)(NC=1C2=C(N=C(N1)C1=CC=NC=C1)C=NC=C2)C)CC N1,N1-diethyl-3-methyl-N3-(2-(pyridin-4-yl)pyrido[3,4-d]pyrimidin-4-yl)butane-1,3-diamine